decanyl methacrylate C(C(=C)C)(=O)OCCCCCCCCCC